NC=1C=C(C=CC1)C12CC3(CC(CC(C1)(C3)C3=CC(=CC=C3)N)(C2)C2=CC(=CC=C2)N)C2=CC(=CC=C2)N 1,3,5,7-tetrakis(3-aminophenyl)adamantan